N-stearoyl-N-methyltaurine sodium N-stearoyl-L-glutamate disodium [Na+].[Na+].C(CCCCCCCCCCCCCCCCC)(=O)N[C@@H](CCC(=O)[O-])C(=O)[O-].[Na+].C(CCCCCCCCCCCCCCCCC)(=O)N(CCS(=O)(=O)O)C